N1(C2=C(OCCC1)N=C1C(=C2)C=CN1)C1=C(C(=O)NS(=O)(=O)C2=CC(=C(C=C2)NC[C@@H]2OC[C@H](CC2)OCCOC)[N+](=O)[O-])C=CC=C1 2-(3,4-dihydro-2H-pyrrolo[3',2':5,6]pyrido[2,3-b][1,4]oxazepin-1(7H)-yl)-N-((4-((((2R,5S)-5-(2-methoxyethoxy)tetrahydro-2H-pyran-2-yl)methyl)amino)-3-nitrophenyl)sulfonyl)benzamide